N-(8-(methylamino)-5-(4-((4-oxopyridin-1(4H)-yl)methyl)phenyl)-2,7-naphthyridin-3-yl)cyclopropanecarboxamide CNC=1N=CC(=C2C=C(N=CC12)NC(=O)C1CC1)C1=CC=C(C=C1)CN1C=CC(C=C1)=O